BrC1=CC=C(C=C1)C(=O)N1C[C@@H](O[C@@H](C1)C)C (4-bromophenyl)((2S,6R)-2,6-dimethylmorpholinyl)methanone